C=1N=CN2C1C1=CC=CC=C1[C@H]2[C@@H]2[C@H](C(OC2)(C)C)O (3R,4S)-4-((R)-5H-imidazo[5,1-a]isoindol-5-yl)-2,2-dimethyltetrahydrofuran-3-ol